methyl (E)-4-((R)-2-((R)-2-((1-((R)-1-(naphthalen-1-yl)ethyl)piperidin-4-yl)amino)propanamido)propanamido)but-2-enoate C1(=CC=CC2=CC=CC=C12)[C@@H](C)N1CCC(CC1)N[C@@H](C(=O)N[C@@H](C(=O)NC/C=C/C(=O)OC)C)C